1-(4-hydroxyphenyl)ethanone OC1=CC=C(C=C1)C(C)=O